2-(1-acryloyl-4-(6-fluoro-7-(2-fluoro-6-hydroxyphenyl)-1-(2-methyl-6-(methylsulfonyl)phenyl)-2-oxo-1,2-dihydropyridino[2,3-d]pyrimidin-4-yl)piperazin-2-yl)acetonitrile C(C=C)(=O)N1C(CN(CC1)C=1C2=C(N(C(N1)=O)C1=C(C=CC=C1S(=O)(=O)C)C)N=C(C(=C2)F)C2=C(C=CC=C2O)F)CC#N